1-amino-5-isopropyl-11-(trifluoromethyl)-6,7-dihydropyrimido[5'',4'':4',5']pyrrolo[2',3':5,6][1,3]diazepino[1,7-a]indol-8(5H)-one NC1=NC=NC2=C1C1=C(CNC(N3C1=CC=1C=CC(=CC31)C(F)(F)F)=O)N2C(C)C